Acrylic Acid-8-Isocyanato-Octyl Ester N(=C=O)CCCCCCCCOC(C=C)=O